ClC=1SC(=C(N1)Cl)C(C)O 1-(2,4-dichloro-1,3-thiazol-5-yl)ethanol